C(C1=CC=CC=C1)OC(=O)N[C@H](C(O)C1=CC(=CC=C1)OCC1=CC=CC=C1)C (2S)-2-(benzyloxycarbonyl)amino-1-(3-(benzyloxy)phenyl)-1-propanol